(2S,4r)-N-(2-cyclopropyl-2-hydroxy-2-phenyl-ethyl)-1-[(2S)-2-(4-cyclopropyltriazol-1-yl)-3,3-dimethyl-butyryl]-4-hydroxy-pyrrolidine-2-carboxamide C1(CC1)C(CNC(=O)[C@H]1N(C[C@@H](C1)O)C([C@H](C(C)(C)C)N1N=NC(=C1)C1CC1)=O)(C1=CC=CC=C1)O